[2-(piperazine-1-sulfonyl)-1,6-naphthyridin-7-yl]amine N1(CCNCC1)S(=O)(=O)C1=NC2=CC(=NC=C2C=C1)N